6-isopropyl-5-(8-methoxy-[1,2,4]triazolo[1,5-a]pyridin-6-yl)-4H-pyrrolo[3,2-d]thiazole C(C)(C)C1=C(NC2=C1N=CS2)C=2C=C(C=1N(C2)N=CN1)OC